3-(5-((4-(azetidin-3-yl)piperazin-1-yl)methyl)-1-oxoisoindoline-2-yl)piperidine N1CC(C1)N1CCN(CC1)CC=1C=C2CN(C(C2=CC1)=O)C1CNCCC1